Alanine-O-ethylester C(C)OC([C@@H](N)C)=O